ClC=1C(=C(CNC(=O)[C@H]2NC[C@@H](C2)C)C=CC1)F (2S,4R)-N-(3-chloro-2-fluorobenzyl)-4-methylpyrrolidine-2-carboxamide